di-tert-butyl-[3,6-dimethoxy-2',4',6'-tri(propan-2-yl)-[1,1'-biphenyl]-2-yl]phosphine C(C)(C)(C)P(C1=C(C(=CC=C1OC)OC)C1=C(C=C(C=C1C(C)C)C(C)C)C(C)C)C(C)(C)C